[N+](=O)([O-])C=1C=NC(=NC1)N1CCCC1 5-nitro-2-(pyrrolidin-1-yl)pyrimidine